ClC1=CC(=C2C(=N1)C=C(S2)CN2CCOCC2)N2CCOCC2 4-(5-chloro-2-(morpholinomethyl)thieno[3,2-b]pyridin-7-yl)morpholine